p-phenyl-(phenylthio)diphenylsulfonium hexafluoroantimonate F[Sb-](F)(F)(F)(F)F.C1(=CC=CC=C1)C1=CC=C(C=C1)S[S+](C1=CC=CC=C1)C1=CC=CC=C1